Cl.Cl.N1C=CC2=CC=C(C=C12)N 6-indoleamine Dihydrochloride